C1(=CC=CC=C1)C=1N=C(OC1C1=CC=CC=C1)CCC(=O)NCC 3-(4,5-diphenyloxazol-2-yl)-N-ethyl-propanamide